7-(2-methyl-4-nitrophenoxy)quinazoline CC1=C(OC2=CC=C3C=NC=NC3=C2)C=CC(=C1)[N+](=O)[O-]